(16R)-12-(2,6-dimethylphenyl)-20-(2-methylpropyl)-15-oxa-8λ6-thia-1,9,11,22-tetraazatetracyclo[14.4.1.13,7.110,14]tricosa-3(23),4,6,10(22),11,13-hexaene-2,8,8-trione CC1=C(C(=CC=C1)C)C1=NC=2NS(C3=CC=CC(C(N4C(CCC[C@@H](OC(=C1)N2)C4)CC(C)C)=O)=C3)(=O)=O